bis(butylperoxy)methylcyclohexane C(CCC)OOC(OOCCCC)C1CCCCC1